5-anthraceneoxymethyl-7-oxo-bicyclo[2.2.1]Hept-2-ene C1(=CC=CC2=CC3=CC=CC=C3C=C12)OCC1C2C=CC(C1)C2=O